N-(cyclopropylmethyl)-N-methyl-1H-pyrazole-4-carboxamide C1(CC1)CN(C(=O)C=1C=NNC1)C